4-(2-chloro-4-methoxyphenyl)-2-methylbut-3-yn-2-ol ClC1=C(C=CC(=C1)OC)C#CC(C)(O)C